ClC1=C(NC2=NSC=3C2=NC=CC3)C=CC=C1C1=CC3=C(OCCO3)C=C1 3-(2-chloro-3-(1,4-benzodioxan-6-yl)anilino)isothiazolo[4,5-b]pyridine